FC=1C=CC(=NC1C)N1N=CC(=C1C(F)(F)F)C(=O)N 1-(5-fluoro-6-methylpyridin-2-yl)-5-(trifluoromethyl)-1H-pyrazole-4-carboxamide